COCC12CC(C1)(C2)C(=O)OC methyl 3-(methoxymethyl)bicyclo[1.1.1]pentane-1-carboxylate